NATRIUM BENZOAT C(C1=CC=CC=C1)(=O)[O-].[Na+]